C=C1CC2(CC(CN2C1)=C)COC=1N=C(C2=C(N1)CN(CC2)C2=CC(=CC1=CC=C(C(=C21)CC)F)OCOC)OC 2-((2,6-dimethylenetetrahydro-1H-pyrrolizin-7a(5H)-yl)methoxy)-7-(8-ethyl-7-fluoro-3-(methoxymethoxy)naphthalen-1-yl)-4-methoxy-5,6,7,8-tetrahydropyrido[3,4-d]pyrimidine